COC=1C=CC2=C(N=C(O2)S)C1 5-methoxybenzo[d]oxazole-2-thiol